fluorenyl-bis(4-fluorophenyl)phosphine C1(=CC=CC=2C3=CC=CC=C3CC12)P(C1=CC=C(C=C1)F)C1=CC=C(C=C1)F